6-(3-isopropyl-5-(piperidin-4-yl)-1H-indol-2-yl)-[1,2,4]triazolo[1,5-b]pyridazine C(C)(C)C1=C(NC2=CC=C(C=C12)C1CCNCC1)C=1C=CC=2N(N1)N=CN2